dimethyl-4-aminopyridine CC1=C(C=CN=C1C)N